Trans-(5R)-4-(5-((S)-2-(4-chlorophenyl)-3-(isopropylamino)propionyl)hexahydropyrrolo[3,4-c]pyrrol-2(1H)-yl)-5-methyl-5,8-dihydropyrido[2,3-d]pyrimidin-7(6H)-one ClC1=CC=C(C=C1)[C@H](C(=O)N1C[C@H]2[C@H](C1)CN(C2)C=2C1=C(N=CN2)NC(C[C@H]1C)=O)CNC(C)C